C1(=CC=CCC1)C1=CC(=CNC1=O)C(=O)NC(C)C1=C(C(=CC=C1)C(F)(F)F)F 5-(cyclohexene-1-en-1-yl)-N-(1-(2-fluoro-3-(trifluoromethyl)phenyl)ethyl)-6-oxo-1,6-dihydropyridine-3-carboxamide